FC(C(=O)O)(F)F.N[C@@H](CCC1=C(C=C(C=C1)F)[C@@H]1N(CCC1)C1=NN2C(N=CC=C2)=C1N)C (R)-2-(2-((R)-3-aminobutyl)-5-fluorophenyl)pyrrolidin-1-yl-pyrazolo[1,5-a]Pyrimidine-3-amine trifluoroacetate